FC=1C=C2C(=C(/C(/C2=CC1)=C/C1=CC=C(C=C1)OC1=CC(=CC=C1)C(F)(F)F)C)CC(=O)O (Z)-2-(5-fluoro-2-methyl-1-(4-(3-(trifluoromethyl)phenoxy)benzylidene)-1H-inden-3-yl)acetic acid